ClC=1C=C(C=C2C(C=C(OC12)C1=CC=C(OCCOC2(CCC2)C(=O)O)C=C1)=O)C(F)(F)F [2-[4-[8-chloro-4-oxo-6-(trifluoromethyl)chromen-2-yl]phenoxy]ethoxy]cyclobutanecarboxylic acid